p-tolyl-2-O-p-methoxybenzyl-3,4-di-O-benzyl-6-levulinyl-1-thio-beta-D-galactopyranose C1(=C(C=CC=C1)C1=CC=C(CO[C@@H]2[C@H]([C@H](S)O[C@@H]([C@@H]2OCC2=CC=CC=C2)C(O)C(CCC(=O)C)=O)OCC2=CC=C(C=C2)OC)C=C1)C